(3-chloro-2,4-difluorophenyl)(3-(trifluoromethyl)cyclopentyl)methanamine ClC=1C(=C(C=CC1F)C(N)C1CC(CC1)C(F)(F)F)F